N[C@@H]1C[C@H](N(C1)C(=O)OC(C)(C)C)CN1N=CC=C1C tert-Butyl (2S,4R)-4-amino-2-((5-methyl-1H-pyrazol-1-yl)methyl)pyrrolidine-1-carboxylate